COC(=O)C=1C=C2C(=NN(C2=CC1)CC(F)F)C=1SC(=CC1)Cl 3-(5-chlorothien-2-yl)-1-(2,2-difluoroethyl)-1H-indazole-5-carboxylic acid methyl ester